C1(=CC=CC=C1)NC1=CC=CC2=C1OC1=C2C=CC=C1 N-phenyl-dibenzo[B,d]furan-4-amine